O[C@H](C(=O)N1C[C@@H]2[C@H](C1)CC(C2)NC2=C1C(=NC=C2C=2SC(=C(N2)C)C2(CCC2)C(=O)O)NC=C1)C 1-(2-(4-(((3aR,5R,6aS)-2-((S)-2-hydroxypropanoyl)octahydrocyclopenta[c]-pyrrol-5-yl)amino)-1H-pyrrolo[2,3-b]pyridin-5-yl)-4-methylthiazol-5-yl)cyclobutane-1-carboxylic acid